3-bromopyrazolo[1,5-a]pyridin-2-ol BrC=1C(=NN2C1C=CC=C2)O